C(#N)CN(CCN1C(N(CC1)CCN(CCN(CC#N)CC#N)CCN(CC#N)CC#N)=O)CCNCC#N 2,2',2'',2'''-((((2-(3-(2-((cyanomethyl)(2-((cyanomethyl)amino)ethyl)amino)ethyl)-2-oxoimidazolidin-1-yl)ethyl)azanediyl)bis(ethane-2,1-diyl))bis(azanetriyl))tetraacetonitrile